tertbutyl piperazine-1-carboxylate N1(CCNCC1)C(=O)OC(C)(C)C